N-(4-(4-amino-1-isopropyl-7-((1r,4r)-4-(oxetan-3-ylamino)cyclohexyl)-1H-pyrazolo[4,3-c]pyridin-3-yl)-2,5-difluorophenyl)-2-chlorobenzenesulfonamide NC1=NC=C(C2=C1C(=NN2C(C)C)C2=CC(=C(C=C2F)NS(=O)(=O)C2=C(C=CC=C2)Cl)F)C2CCC(CC2)NC2COC2